N1=CC(=CC=C1)C#CN1C(OCC1)=O 3-((3-pyridinyl)ethynyl)oxazolidin-2-one